6-methoxyisoindoline-2-carboxylate COC1=CC=C2CN(CC2=C1)C(=O)[O-]